O[C@@H]1C=C[C@@H](C1)N1C(N(C(C(=C1)C)=O)COCC[Si](C)(C)C)=O |o1:1,4| rel-1-((1R,4S)-4-hydroxycyclopent-2-en-1-yl)-5-methyl-3-((2-(trimethylsilyl)ethoxy)methyl)pyrimidine-2,4(1H,3H)-dione